CN1N=C(C=C1C=O)C 1,3-dimethyl-1H-pyrazole-5-carbaldehyde